ClC=1C(C=C(N1)CC(=O)O)=S 2-(5-chloro-4-sulfanylidenepyrrol-2-yl)acetic acid